dihydrogen phosphate Urea salt NC(=O)N.P(=O)(O)(O)O